COC=1C(=NC(=NC1C1=CC(=CC=C1)C1=NN(C=C1)C)C1=CC=NC=C1)NCC=1C=NC=CC1 5-methoxy-6-(3-(1-methyl-1H-pyrazol-3-yl)phenyl)-N-(pyridin-3-ylmethyl)-2-(pyridin-4-yl)pyrimidin-4-amine